NC[C@H](CO)O (R)-3-aminopropan-1,2-diol